COCC1CN(C1)C1CCN(CC1)C(=O)OC(C)(C)C tert-butyl 4-[3-(methoxymethyl) azetidin-1-yl]piperidine-1-carboxylate